The molecule is a carbohydrate acid derivative anion obtained from dermatan by deprotonation of the carboxylic acid groups of the repeating units; the major species at pH 7.3. It is a conjugate base of a dermatan. CC(=O)N[C@@H]1[C@H]([C@H]([C@H](O[C@H]1O)CO)O)O[C@H]2[C@@H]([C@H]([C@@H]([C@@H](O2)C(=O)[O-])O)O)O